6-{[2-(1-methylpyrazol-4-yl)-4-pyridyl]oxy}-3-[2-oxo-2-(4-pyridyl)ethyl]quinazolin-4-one CN1N=CC(=C1)C1=NC=CC(=C1)OC=1C=C2C(N(C=NC2=CC1)CC(C1=CC=NC=C1)=O)=O